O1CCN(CC1)C1=C(C=CC=C1)C1=CC=CC=C1 morpholino-[1,1'-biphenyl]